3-((4-((4-(3-((4-((3-chloro-4-fluorophenyl)amino)-7-methoxyquinazolin-6-yl)oxy)propyl)piperazin-1-yl)methyl)phenyl)amino)piperidine-2,6-dione ClC=1C=C(C=CC1F)NC1=NC=NC2=CC(=C(C=C12)OCCCN1CCN(CC1)CC1=CC=C(C=C1)NC1C(NC(CC1)=O)=O)OC